ClC1=NC(=C2N=CN(C2=N1)C(C)C)NCC1=C(C=CC=C1)N1CCN(CCC1)C 2-chloro-9-isopropyl-N-(2-(4-methyl-1,4-diazepan-1-yl)benzyl)-9H-purin-6-amine